OC1=CC(=NN1C=1C=C(C=CC1)C)C1=CC=C(C=C1)C=1CCC(NN1)=O 6-(4-(5-hydroxy-1-(m-tolyl)-1H-pyrazol-3-yl)phenyl)-4,5-dihydropyridazin-3(2H)-one